pyrrolidinium [NH2+]1CCCC1